C(C)(C)(C)C=1C=CC(=C(C1)NC(=O)C=1N=NN(C1C)C1=C(C=C(C(=C1)OC)OC)OC)O[C@@H](CC)CCC (S)-N-(5-(TERT-BUTYL)-2-(HEXAN-3-YLOXY)PHENYL)-5-METHYL-1-(2,4,5-TRIMETHOXYPHENYL)-1H-1,2,3-TRIAZOLE-4-CARBOXAMIDE